BrC1=CC(=C2CN(C(C2=C1)=O)C(C(=O)OCC)C1=C2N(C=N1)CCC2)F ethyl 2-(6-bromo-4-fluoro-1-oxo-isoindolin-2-yl)-2-(6,7-dihydro-5H-pyrrolo[1,2-c]imidazol-1-yl)acetate